trans-2-Chloro-5-(2,2-dichloro-3-(3,5-dichlorophenyl)cyclopropane-1-carboxamido)-N-(4-(p-tolyl)thiazol-2-yl)benzamide ClC1=C(C(=O)NC=2SC=C(N2)C2=CC=C(C=C2)C)C=C(C=C1)NC(=O)[C@@H]1C([C@H]1C1=CC(=CC(=C1)Cl)Cl)(Cl)Cl